C(CC=C)C=C ethyleneBis(ethylene)